ClC=1C=NC(=NC1)NC1CCN(CC1)S(=O)(=O)C=1C=C(CN2CCN(CC2)C=2C=C3C(N(C(C3=CC2F)=O)C2C(NC(CC2)=O)=O)=O)C=CC1 5-(4-(3-((4-((5-chloropyrimidin-2-yl)amino)piperidin-1-yl)sulfonyl)benzyl)-piperazin-1-yl)-2-(2,6-dioxopiperidin-3-yl)-6-fluoroisoindoline-1,3-dione